BrC1=CC=C(OCCCCNC(CCOCCOCCOCCOCCOCCOCCOCCOCCOCCOCCOCCOCCOCCOCCOCCOCCOCCOCCOCCOCCOCCOCCOCCOCCNC(OCC2C3=CC=CC=C3C=3C=CC=CC23)=O)=O)C=C1 (9H-fluoren-9-yl)methyl 80-(4-bromophenoxy)-75-oxo-3,6,9,12,15,18,21,24,27,30,33,36,39,42,45,48,51,54,57,60,63,66,69,72-tetracosaoxa-76-azaoctacontylcarbamate